3-[2-(1-{[(tert-Butoxy)carbonyl]amino}-3,6,9,12-tetraoxapentadecan-15-amido)-3-(2-carboxyethoxy)propoxy]propanoic acid C(C)(C)(C)OC(=O)NCCOCCOCCOCCOCCC(=O)NC(COCCC(=O)O)COCCC(=O)O